2-[2-[2-[2-[2,3-bis[6-(2-octyldecanoyloxy) hexoxy] propoxy] ethoxy]ethoxy] ethoxy]ethyl 1,4-dimethylpiperidine-4-carboxylate CN1CCC(CC1)(C(=O)OCCOCCOCCOCCOCC(COCCCCCCOC(C(CCCCCCCC)CCCCCCCC)=O)OCCCCCCOC(C(CCCCCCCC)CCCCCCCC)=O)C